ClC1=C(C(C(=C(C1=O)Cl)Cl)=O)Cl Tetrachloro-1,4-benzoquinone